N-(5-tert-butyl-4-methyl-thiazol-2-yl)-3-[(7-cyano-5-fluoro-1-isoquinolinyl)amino]propanamide C(C)(C)(C)C1=C(N=C(S1)NC(CCNC1=NC=CC2=C(C=C(C=C12)C#N)F)=O)C